ClC1=C(C=C(C=C1)N1N=C(N=C1CN)CCOC)F 1-[2-(4-chloro-3-fluorophenyl)-5-(2-methoxyethyl)-1,2,4-triazol-3-yl]methanamine